NC1=CC2=C(N(N=C2C(=C1C(=O)C1=C(C=CC(=C1)F)Cl)C#N)C)C 5-amino-6-[(2-chloro-5-fluorophenyl)carbonyl]-2,3-dimethylindazole-7-carbonitrile